CNC(=O)C=1SC2=C(C1)C(=CC=C2)C2=NOC(=N2)C(F)(F)F N-methyl-4-[5-(trifluoromethyl)-1,2,4-oxadiazol-3-yl]benzothiophenamide